4-[(tert-butyldiphenylsilyl)oxy]-3-methylbutyronitrile [Si](C1=CC=CC=C1)(C1=CC=CC=C1)(C(C)(C)C)OCC(CC#N)C